(Z)-2-[2-(4-cyanophenyl)-1-[3-(trifluoromethyl)phenyl]ethylidene]-N-[4-(difluoromethoxy)phenyl]hydrazinecarboxamide C(#N)C1=CC=C(C=C1)C/C(/C1=CC(=CC=C1)C(F)(F)F)=N/NC(=O)NC1=CC=C(C=C1)OC(F)F